2,5-diallyl-3,6-di(thiophen-2-yl)-2,5-dihydropyrrolo[3,4-c]pyrrole-1,4-dione C(C=C)N1C(C2=C(N(C(C2=C1C=1SC=CC1)=O)CC=C)C=1SC=CC1)=O